N-(4-chloro-2-quinolyl)benzenesulfonamide ClC1=CC(=NC2=CC=CC=C12)NS(=O)(=O)C1=CC=CC=C1